OCC(CO)(CO)NC(C=C)=O N-[2-hydroxy-1,1-bis(hydroxymethyl)ethyl]-propenamide